NCCOCCO 2-(2-aminoethoxy)-ethan-1-ol